COC(C1=C(C=C(C(=C1)F)Br)[N+](=O)[O-])=O 4-Bromo-5-fluoro-2-nitrobenzoic acid methyl ester